C(N)(OC12C3C4C5(C3C1C5C24)CC2=CC=C(C=C2)C=O)=O ((2r,3R,4s,5S)-4-(4-formylbenzyl)cuban-1-yl) carbamate